NC=1C=C(CNC2=NC=C(C3=C2CCO3)Br)C=CC1 N-(3-aminobenzyl)-7-bromo-2,3-dihydrofuro[3,2-c]pyridin-4-amine